8-chloro-3-nitroquinolin-2(1H)-one ClC=1C=CC=C2C=C(C(NC12)=O)[N+](=O)[O-]